N-(2-Methoxyethyl)-1,2,3,4-tetrahydroisoquinolin-8-amine hydrochloride Cl.COCCNC=1C=CC=C2CCNCC12